tert-butyl (2S)-2-{[(1S)-1-cyano-2-(4-iodophenyl) ethyl]Carbamoyl}-1,4-oxaazepane-4-carboxylate C(#N)[C@H](CC1=CC=C(C=C1)I)NC(=O)[C@H]1OCCCN(C1)C(=O)OC(C)(C)C